NC=1C(=C(C=CC1)C1C(N(CCN1)C1CC1)=O)[N+](=O)[O-] (3-amino-2-nitrophenyl)-1-cyclopropylpiperazin-2-one